IC=1C=C2C(C(=NC2=CC1)C)(C)C 5-iodo-2,3,3-trimethyl-3H-indole